5-[1-(2-chloro-3,6-difluoro-phenyl)-ethoxy]-[3,3']bipyridinyl-6,6'-diamine ClC1=C(C(=CC=C1F)F)C(C)OC=1C=C(C=NC1N)C=1C=NC(=CC1)N